C1(CC1)CN1N=C(C2=C1CCC2)C(=O)NC2=C(C=NC=C2)C 1-(cyclopropylmethyl)-N-(3-methylpyridin-4-yl)-1,4,5,6-tetrahydrocyclopenta[c]pyrazole-3-carboxamide